N(=C=S)C1=NN2C(C(OCC2)(C)C)=C1 2-isothiocyanato-4,4-dimethyl-6,7-dihydro-4H-pyrazolo[5,1-c][1,4]oxazine